C(CC)(=O)OC(CCC=CCCC)CC dec-4-en-8-yl propanoate